N-beta-aminoethyl-gamma-aminopropyl-methyl-dimethoxysilicon NCCNCCC[Si](OC)(OC)C